N(=[N+]=[N-])CCOCCOCCOCCOCCNC1=C2C(N(C(C2=CC=C1)=O)C1C(NC(CC1)=O)=O)=O 4-((14-azido-3,6,9,12-tetraoxatetradecyl)amino)-2-(2,6-dioxopiperidin-3-yl)isoindoline-1,3-dione